S1C=NC2=C1C=C(C=C2)\C=C\2/N=C(NC2=O)NC[C@H](OC)C2CCCCC2 |r| (±)-(4Z)-4-(1,3-Benzothiazol-6-ylmethylene)-2-[(2-cyclohexyl-2-methoxy-ethyl)amino]-1H-imidazol-5-one